CC1=CC=C(C=C1)S(=O)(=O)O.FC=1C=C(C=CC1OC(F)(F)F)C1CNC1 3-(3-fluoro-4-(trifluoromethoxy)phenyl)azetidine 4-methylbenzenesulfonate